BrC1CC2CCCN3CC4(C(C1)C32)CCC3(CC4)OCCO3 10''-bromodispiro[1,3-dioxolane-2,1'-cyclohexane-4',2''-[4]azatricyclo[6.3.1.0^{4,12}]dodecane]